C(C)N1C(=NN(C1=O)C=1C=C2C(=CN(C(C2=CC1F)=O)C1=C(N=CS1)C)C(C)C)CO 6-(4-Ethyl-3-(hydroxymethyl)-5-oxo-4,5-dihydro-1H-1,2,4-triazol-1-yl)-7-fluoro-4-isopropyl-2-(4-methylthiazol-5-yl)isoquinolin-1(2H)-one